lithium bis(2,2,2-trifluoroethyl) phosphate P(=O)(OCC(F)(F)F)(OCC(F)(F)F)[O-].[Li+]